C[C@@H]1NC(C2N(CCNC2)C1=O)=O (7S)-7-methylhexahydro-2H-pyrazino[1,2-a]pyrazine-6,9-dione